S1C(=CC=C1)C1=CC(=NN1C1=CC=C(C=C1)S(=O)(=O)N)C(F)(F)F 4-(5-(thiophen-2-yl)-3-(trifluoromethyl)-1H-pyrazol-1-yl)benzenesulfonamide